C(CC)C=1SC2=C(C(=NC=3C=CC=CC23)N)N1 2-propyl-[1,3]thiazolo[4,5-c]quinolin-4-amine